BrCCCCCCCC(=O)OC(C)C isopropyl 8-bromooctanoate